3-(3-(but-3-yn-1-yl)-3H-diazirin-3-yl)-N-(3,3-dimethyl-5-((2-methylpyrazolo[1,5-a]pyrazin-4-yl)oxy)cyclohexyl)propanamide C(CC#C)C1(N=N1)CCC(=O)NC1CC(CC(C1)OC=1C=2N(C=CN1)N=C(C2)C)(C)C